C(CCC)[Sn](\C(\CCCCO)=C/[Sn](CCCC)(CCCC)CCCC)(CCCC)CCCC (Z)-5,6-bis(tributylstannyl)hex-5-en-1-ol